CC(CNC(O[C@H]1C[C@H](CC1)C1=CC(=NN1)NC(CC1=CC=NO1)=O)=O)(C)C (1R,3S)-3-{3-[(1,2-oxazol-5-ylacetyl)amino]-1H-pyrazol-5-yl}cyclopentyl (2,2-dimethylpropyl)carbamate